(2-((2-pentylcyclopentylidene)methoxy)ethyl)-benzene C(CCCC)C1C(CCC1)=COCCC1=CC=CC=C1